C1NCCC2=CN=CC=C12 1,2,3,4-tetrahydro-2,6-naphthyridine